(3-hydroxypropyl)morpholine-4-carboxylic acid tert-butyl ester C(C)(C)(C)OC(=O)N1C(COCC1)CCCO